BrC=1C=C(C2=C(N(N=C2C1)C)I)OC(F)F 6-bromo-4-(difluoromethoxy)-3-iodo-2-methylindazole